BrC1=NC(=NS1)COC 5-Bromo-3-(methoxymethyl)-1,2,4-thiadiazole